5-bromo-4-hydrazineyl-2-(methylthio)pyrimidine BrC=1C(=NC(=NC1)SC)NN